5-Bromo-1H-indole-3-carbonyl azide BrC=1C=C2C(=CNC2=CC1)C(=O)N=[N+]=[N-]